2-[(2R,4R)-4-[(2-{5-[2-(2,6-Difluorophenyl)propan-2-yl]-1,2,4-oxadiazol-3-yl}-6-[(1S)-1-[(2S,4R)-4-fluoro-1-methylpyrrolidin-2-yl]ethoxy]pyrimidin-4-yl)oxy]pyrrolidin-2-yl]acetonitrile FC1=C(C(=CC=C1)F)C(C)(C)C1=NC(=NO1)C1=NC(=CC(=N1)O[C@@H]1C[C@H](NC1)CC#N)O[C@@H](C)[C@H]1N(C[C@@H](C1)F)C